ClC1=CC2=C(S1)C1(CC(N(CC1)C(=O)[O-])C=1N=NN(C1)C)OCC2OC 2-chloro-4-methoxy-2'-(1-methyltriazol-4-yl)spiro[4,5-dihydrothieno[2,3-c]pyran-7,4'-piperidine]-1'-carboxylate